(tert-butyl 1-(5-(4,4,5,5-tetramethyl-1,3,2-dioxaborolan-2-yl) pyridin-2-yl) piperidin-4-yl) carbamate C(N)(OC1CC(N(CC1)C1=NC=C(C=C1)B1OC(C(O1)(C)C)(C)C)C(C)(C)C)=O